ClC1=C(C=C(OCC(CN2CCC(CC2)NC(OC(C)(C)C)=O)O)C=C1)F tert-butyl (1-(3-(4-chloro-3-fluorophenoxy)-2-hydroxypropyl)piperidin-4-yl)carbamate